[(5-chloropyridin-3-yl)methyl]({2-[(9R)-9-[4-(trifluoromethyl)phenyl]-6-oxaspiro[4.5]decan-9-yl]ethyl})amine ClC=1C=C(C=NC1)CNCC[C@]1(CCOC2(CCCC2)C1)C1=CC=C(C=C1)C(F)(F)F